[Na+].C(C(=O)[O-])(=O)OC methyl oxalate monosodium salt